9-oxo-4-propoxy-9H-thioxanthen-10-ium hexafluorophosphate F[P-](F)(F)(F)(F)F.O=C1C2=CC=CC=C2[SH+]C=2C(=CC=CC12)OCCC